3-bromoadamantan BrC12CC3CC(CC(C1)C3)C2